ClC=1C=C2C=C(NC2=CC1OCC1=NOC(=C1)C)CNC(N([C@H]1CN(CCC1)C=1N=NC=CC1)C)=O (R)-3-((5-chloro-6-((5-methylisoxazol-3-yl)methoxy)-1H-indol-2-yl)methyl)-1-methyl-1-(1-(pyridazin-3-yl)piperidin-3-yl)urea